N-benzyl-2,6-dihydroxy-3'-methyl-4-pentyl-[1,1'-biphenyl]-3-carboxamide C(C1=CC=CC=C1)NC(=O)C=1C(=C(C(=CC1CCCCC)O)C1=CC(=CC=C1)C)O